C(C)(C)(C)OC(=O)N1C=CC=2C1=NC(=C1C2NC=N1)N1C(CCCC1)CC#N 4-(cyanomethylpiperidin-1-yl)imidazo[4,5-d]pyrrolo[2,3-b]pyridine-6(1H)-carboxylic acid tert-butyl ester